[Li+].FS(=O)(=O)[N-]S(=O)(=O)C(F)(F)F fluorosulfonyl(trifluoromethylsulfonyl)amide lithium salt